glucosyl-(1→3)-glucosyl-(1→2)-glucose C1([C@H](O)[C@@H](O)[C@H](O)[C@H](O1)CO)O[C@@H]1[C@H](C(O[C@@H]([C@H]1O)CO)O[C@@H](C=O)[C@@H](O)[C@H](O)[C@H](O)CO)O